2,5-bis(isothiocyanatomethyl)-1,4-dithiane N(=C=S)CC1SCC(SC1)CN=C=S